[4-[[3-[4-(difluoromethoxy)phenyl]imidazo[1,2-a]pyrazin-8-yl]amino]-2-methylphenyl]-[4-[rac-(3R,5S)-3,4,5-trihydroxypiperidine-1-carbonyl]piperidin-1-yl]methanone FC(OC1=CC=C(C=C1)C1=CN=C2N1C=CN=C2NC2=CC(=C(C=C2)C(=O)N2CCC(CC2)C(=O)N2C[C@H](C([C@H](C2)O)O)O)C)F |r|